N-[3-(fluoromethyl)oxetan-3-yl]-3-[(2-methyl-1,3-thiazol-5-yl)methyl]-2,4-dioxo-1H-quinazoline-6-sulfonamide FCC1(COC1)NS(=O)(=O)C=1C=C2C(N(C(NC2=CC1)=O)CC1=CN=C(S1)C)=O